methyl {2-[(3R)-3-methylmorpholin-4-yl]-8-(1H-pyrazol-5-yl)-1,7-naphthyridin-4-yl} phosphite P(OC)(OC1=CC(=NC2=C(N=CC=C12)C1=CC=NN1)N1[C@@H](COCC1)C)[O-]